3-(PYRROLIDINE-1-CARBONYL)PHENYLBORONIC ACID N1(CCCC1)C(=O)C=1C=C(C=CC1)B(O)O